ClC=1C=C2C=NC(=NC2=CC1N1CCN(CC1)[C@@H]1[C@@H](COC1)O)NC=1C=NN(C1C)C |o1:17,18| (3S,4S) or (3R,4R)-4-(4-{6-chloro-2-[(1,5-dimethyl-1H-pyrazol-4-yl)amino]quinazolin-7-yl}piperazin-1-yl)oxolan-3-ol